(2S,3S,4S,5R,6S)-6-((4-((1S,3S,5R)-3-ethoxy-8-((5-methoxy-7-methyl-1H-Indol-4-yl)methyl)-8-azabicyclo[3.2.1]octan-1-yl)benzoyl)oxy)-3,4,5-trihydroxytetrahydro-2H-pyridine C(C)O[C@@H]1C[C@@]2(CC[C@H](C1)N2CC2=C1C=CNC1=C(C=C2OC)C)C2=CC=C(C(=O)O[C@H]1[C@@H]([C@H]([C@H](CN1)O)O)O)C=C2